N[14C](=S)N thiourea-14C